diisononyl adipat C(CCCCC(=O)OCCCCCCC(C)C)(=O)OCCCCCCC(C)C